furamidoxime O1C(=CC=C1)C(N)=NO